N-(isobutoxy-methyl)acrylamide Tert-butyl-(2R,4S)-4-{5-[(tert-butoxycarbonyl)(methyl)amino]-4-cyano-3-ethynylpyrazol-1-yl}-2-methylpyrrolidine-1-carboxylate C(C)(C)(C)OC(=O)N1[C@@H](C[C@@H](C1)N1N=C(C(=C1N(C)C(=O)OC(C)(C)C)C#N)C#C)C.C(C(C)C)OCNC(C=C)=O